C(C)(C)C12C3CC=C(C2CC3(CC1)C)CO 1-isopropyl-5-(hydroxymethyl)-8-methyltricyclo[4.4.0.02,8]dec-4-ene